C12(CC(C1)C2)N2N=CC=1C2=NC(=NC1O)Cl 1-(bicyclo[1.1.1]pent-1-yl)-6-chloro-1H-pyrazolo[3,4-d]pyrimidin-4-ol